C(=O)(OC(C)(C)C)NC(=NC(=O)OC(C)(C)C)N N1,N2-bis-Boc-guanidine